3-[(1R,5S,6r)-3-azabicyclo[3.1.0]hex-6-yl]-6-methoxy[1,2,4]triazolo[4,3-a]pyridine TFA Salt OC(=O)C(F)(F)F.[C@H]12CNC[C@@H]2C1C1=NN=C2N1C=C(C=C2)OC